ClC=1C2=C(N=CN1)N(C=C2I)C(CC2=C(C(=O)[O-])C=CC=C2)CC2=C(C(=O)[O-])C=CC=C2 2-(4-chloro-5-iodo-7H-pyrrolo[2,3-d]pyrimidin-7-yl)propane-1,3-diyldibenzoate